7-(4-(3,5-dimethylbenzyl) piperazin-1-yl)-1-ethyl-6-fluoro-4-oxo-1,4-dihydroquinoline-3-carboxylate CC=1C=C(CN2CCN(CC2)C2=C(C=C3C(C(=CN(C3=C2)CC)C(=O)[O-])=O)F)C=C(C1)C